tert-butyl (3S)-3-[[4-[6-(4-pyridyl)-1H-indol-3-yl]-5-(trifluoromethyl)pyrimidin-2-yl]amino]piperidine-1-carboxylate N1=CC=C(C=C1)C1=CC=C2C(=CNC2=C1)C1=NC(=NC=C1C(F)(F)F)N[C@@H]1CN(CCC1)C(=O)OC(C)(C)C